FC(C)(F)C1=NC(=CC(=N1)N1CC2(C=3C=NC(=CC31)NC(C)=O)CC2)C=2C=NC(=CC2)C N-(1'-(2-(1,1-difluoroethyl)-6-(6-methylpyridin-3-yl)pyrimidin-4-yl)-1',2'-dihydrospiro[cyclopropane-1,3'-pyrrolo[3,2-c]pyridin]-6'-yl)acetamide